FC1=CC=C(C=C1)[S+](C1=CC=CC=C1)C1=CC=CC=C1 Mono-fluorotriphenylsulfonium